(2S,3R)-2,3-Difluoro-N-(2-(methylamino)-4-((4-(trifluoromethyl)benzyl)amino)phenyl)heptanamid F[C@@H](C(=O)NC1=C(C=C(C=C1)NCC1=CC=C(C=C1)C(F)(F)F)NC)[C@@H](CCCC)F